(4-bromo-1,5-dimethyl-1H-pyrazol-3-yl)-5-fluoropyridine BrC=1C(=NN(C1C)C)C1=NC=C(C=C1)F